C1(=CCCCC1)C1=CNC2=CC(=CC=C12)S(=O)(=O)NC(C)(C)C 3-(1-cyclohexen-1-yl)-N-(1,1-dimethylethyl)-1H-indole-6-sulfonamide